FC(C1=CC(=C(C(=O)O)C(=C1)OCC1=CC(=CC=C1)OC)O)F 4-(Difluoromethyl)-2-hydroxy-6-((3-methoxybenzyl)oxy)benzoic acid